BrC=1C=C(C2=C(C(=C(O2)C(=O)OC(C)(C)C)CBr)C1)[N+](=O)[O-] tert-butyl 5-bromo-3-(bromomethyl)-7-nitrobenzofuran-2-carboxylate